1-nitro-2,6-dimethyl-4-tert-butylbenzene [N+](=O)([O-])C1=C(C=C(C=C1C)C(C)(C)C)C